((4-fluoro-4-(((trans-2-phenylcyclopropyl)amino)methyl)piperidine-1-carbonyloxy)methyl)benzoic acid FC1(CCN(CC1)C(=O)OCC1=C(C(=O)O)C=CC=C1)CN[C@H]1[C@@H](C1)C1=CC=CC=C1